2-(8-(4,4,4-trifluorobutyl)-[1,2,4]triazolo[1,5-a]pyrazin-6-yl)-5H-pyrrolo[2,3-d]pyrimidine-6(7H)-one FC(CCCC=1C=2N(C=C(N1)C=1N=CC3=C(N1)NC(C3)=O)N=CN2)(F)F